methyl 4-((2-oxo-1-(4-(pyridin-4-yl)phenyl)pyrrolidin-3-yl)methyl)benzoate O=C1N(CCC1CC1=CC=C(C(=O)OC)C=C1)C1=CC=C(C=C1)C1=CC=NC=C1